C(C)(C)(C)OC(=O)N1CC2(CC2)[C@@H]([C@@H]1CC=1C(=C(C=CC1)C1=CC=CC=C1)F)NS(=O)(=O)C(C)C (6S,7S)-6-((2-fluoro-[1,1'-biphenyl]-3-yl)methyl)-7-((1-methylethyl)sulphonamido)-5-azaspiro[2.4]heptane-5-carboxylic acid tert-butyl ester